6-ethyl-2-methyl-2,3-dihydroquinolin-4(1H)-one C(C)C=1C=C2C(CC(NC2=CC1)C)=O